4-(8-acetyl-3,8-diazabicyclo[3.2.1]octan-3-yl)-6,8-difluoro-2-(((2R,7aS)-2-fluorotetrahydro-1H-pyrrolizin-7a(5H)-yl)methoxy)-5-methoxyquinazolin C(C)(=O)N1C2CN(CC1CC2)C2=NC(=NC1=C(C=C(C(=C21)OC)F)F)OC[C@]21CCCN1C[C@@H](C2)F